3-fluoro-3,3-bis(phenylsulfonyl)propan-1-ol phenyl-(3-(2-oxa-6-azaspiro[3.3]heptan-6-ylmethyl)-5-chloro-4-methylphenyl)carbamate C1(=CC=CC=C1)N(C(=O)OCCC(S(=O)(=O)C1=CC=CC=C1)(S(=O)(=O)C1=CC=CC=C1)F)C1=CC(=C(C(=C1)Cl)C)CN1CC2(COC2)C1